(3aR,5S,6S,6aR)-6-azido-5-((R)-2,2-dimethyl-1,3-dioxolan-4-yl)-2,2-dimethyltetrahydrofuro[2,3-d][1,3]dioxol N(=[N+]=[N-])[C@H]1[C@H](O[C@@H]2OC(O[C@@H]21)(C)C)[C@@H]2OC(OC2)(C)C